(4R)-4-[3-Oxo-3-[7-[[4-(trifluoro-methylsulfonyl)phenyl]methyl]-2,7-diazaspiro[3.5]nonan-2-yl]propyl]oxazolidin-2-one O=C(CC[C@H]1NC(OC1)=O)N1CC2(C1)CCN(CC2)CC2=CC=C(C=C2)S(=O)(=O)C(F)(F)F